bis(2-chlorophenyl)iodonium ClC1=C(C=CC=C1)[I+]C1=C(C=CC=C1)Cl